((4-(4-methylpiperidin-4-yl)phenyl)amino)-5-(3-(3-(oxetan-3-yl)-2-oxoimidazolin-1-yl)piperidin-1-yl)pyrazine-2-carboxamide CC1(CCNCC1)C1=CC=C(C=C1)NC=1C(=NC=C(N1)N1CC(CCC1)N1C(N(CC1)C1COC1)=O)C(=O)N